C(C)(C)(C)OC(=O)NC1=NC(=CC(=C1)C[S@](=O)(C)=NC(OC(C)(C)C)=O)OCCCCNC1=C(C=CC(=C1)C1=CC(=NC=C1F)Cl)F |r| (rac)-tert-butyl [({2-[(tert-butoxycarbonyl)amino]-6-(4-{[5-(2-chloro-5-fluoropyridin-4-yl)-2-fluorophenyl]amino}butoxy)pyridin-4-yl}methyl)(methyl)oxido-λ6-sulfanylidene]carbamate